COC(C1=C(C=C(C(=C1)F)Cl)NC1=C(C=C(C=C1)F)CCCNC(=O)OC(C)(C)C)=O ((2-(3-((tert-Butoxycarbonyl)amino)propyl)-4-fluorophenyl)amino)-4-chloro-5-fluoro-benzoic acid methyl ester